acetate Copper [Cu+2].C(C)(=O)[O-].C(C)(=O)[O-]